isopropyl-2-((7-(8-methyl-2,3-dihydro-1H-pyrido[2,3-b][1,4]oxazin-7-yl)-5,6,7,8-tetrahydropyrido[3,4-d]pyrimidin-2-yl)amino)-5,6-dihydro-4H-pyrazolo[1,5-d][1,4]diazepin-7(8H)-one C(C)(C)C=1C(=NN2CC(NCCC21)=O)NC=2N=CC1=C(N2)CN(CC1)C1=C(C2=C(OCCN2)N=C1)C